CC1=NN(C2=NC(=CN=C21)N2CCC1(CCN(C1=O)C=1C=NC(=CC1)C(F)(F)F)CC2)C2COC2 8-(3-methyl-1-(oxetan-3-yl)-1H-pyrazolo[3,4-b]pyrazin-6-yl)-2-(6-(trifluoromethyl)pyridin-3-yl)-2,8-diazaspiro[4.5]decan-1-one